1-(4-(5-(trifluoromethyl)pyrimidin-2-yl)piperazin-1-yl)propan-1-one FC(C=1C=NC(=NC1)N1CCN(CC1)C(CC)=O)(F)F